O=C/1N(C2=CC=CC=C2\C1=C\1/C(NC2=CC=CC=C12)=O)CCCCCCCCCCCC(=O)O (E)-12-(2,2'-dioxo-[3,3'-biindolinylidene]-1-yl)dodecanoic acid